OC1=C(C=CC=C1)S(=O)(=O)C1=C(C=CC=C1)O Bis-(hydroxy-phenyl)sulfone